(phenanthrenyl)[(naphthobenzofuranyl)phenyl]anthracene tert-butyl-(3aR*,6aS*)-3-cyclopropyl-2-oxohexahydro-5H-pyrrolo[3,4-d]oxazole-5-carboxylate C(C)(C)(C)OC(=O)N1C[C@H]2N(C(O[C@H]2C1)=O)C1CC1.C1(=CC=CC=2C3=CC=CC=C3C=CC12)C1=C(C2=CC3=CC=CC=C3C=C2C=C1)C1=C(C=CC=C1)C1=COC=2C1=CC=C1C2C=CC2=CC=CC=C21 |o1:9,13|